CC1=NN=C(S1)NC1=CC(=CC(=N1)C=1C=C(C=CC1)NC(C=C)=O)CN1CCOCC1 N-(3-(6-(5-methyl-1,3,4-thiadiazol-2-ylamino)-4-(morpholinomethyl)pyridin-2-yl)phenyl)acrylamide